1,3-Diphenylpropenone C1=CC=C(C=C1)/C=C/C(=O)C2=CC=CC=C2